((5-((dimethylamino)methyl)-1,3-phenylen)bis(oxy))bis(octan-8,1-diyl)-bis(decanoate) CN(C)CC=1C=C(C=C(C1)OCCCCCCCCCCCCCCCCCC(=O)[O-])OCCCCCCCCCCCCCCCCCC(=O)[O-]